N-(1-phenyl-4-(6-(piperidin-1-yl)hexyl)-1H-imidazol-2-yl)-3-(1-((2-(trimethylsilyl)ethoxy)methyl)-1H-pyrazol-4-yl)benzamide C1(=CC=CC=C1)N1C(=NC(=C1)CCCCCCN1CCCCC1)NC(C1=CC(=CC=C1)C=1C=NN(C1)COCC[Si](C)(C)C)=O